(1R,3S,5R)-2-(2-(3-acetyl-5-(pyrimidin-5-yl)-1H-indol-1-yl)acetyl)-N-(2'-chloro-2-fluorobiphenyl-3-yl)-2-azabicyclo[3.1.0]hexane-3-carboxamide C(C)(=O)C1=CN(C2=CC=C(C=C12)C=1C=NC=NC1)CC(=O)N1[C@@H]2C[C@@H]2C[C@H]1C(=O)NC=1C(=C(C=CC1)C1=C(C=CC=C1)Cl)F